tert-butyl 3-(6-hydroxy-5-methoxy-4-oxo-quinazolin-3-yl)-1-oxa-8-azaspiro[4.5]decane-8-carboxylate OC=1C(=C2C(N(C=NC2=CC1)C1COC2(C1)CCN(CC2)C(=O)OC(C)(C)C)=O)OC